O=C1NC(CCC1NC1=CC=C(C=C1)N1CCC(CC1)N(C)CC1CCC(CC1)C=1N=C2N(C=C(C(=C2)OC(C)C)NC(=O)C2=NC(=CC=C2)C(F)(F)F)C1)=O N-[2-[4-[[[1-[4-[(2,6-dioxo-3-piperidyl)amino]phenyl]-4-piperidyl]-methyl-amino]methyl]cyclohexyl]-7-isopropoxy-imidazo[1,2-a]pyridin-6-yl]-6-(trifluoromethyl)pyridine-2-carboxamide